methyl 3-(3-hydroxy-phenyl)-propionate OC=1C=C(C=CC1)CCC(=O)OC